2-chloro-6-fluorobenzoyl-1-vinylpyrrolidin-2-one ClC1=C(C(=O)C2C(N(CC2)C=C)=O)C(=CC=C1)F